C(C1=CC=CC=C1)NC=1C=CC2=C(C=C(O2)C(=O)NC2=C(C=C(C=C2)C)O)C1 5-(benzylamino)-N-(2-hydroxy-4-methylphenyl)benzofuran-2-carboxamide